FC1=C(C(=C(C(=C1C(C[Al](CC(C)C1=C(C(=C(C(=C1F)F)F)F)F)CC(C)C1=C(C(=C(C(=C1F)F)F)F)F)C)F)F)F)F tris[2-(pentafluoro-phenyl)-propyl]aluminum